N-(2,5-dichloropyrimidin-4-yl)-4-methylindolin-7-amine ClC1=NC=C(C(=N1)NC=1C=CC(=C2CCNC12)C)Cl